trans-6-chloro-4-((4-(cyclopropyl(phenyl)amino)cyclohexyl)(methyl)amino)-1-methyl-2-oxo-1,2-dihydro-1,5-naphthyridine-3-carbonitrile ClC=1N=C2C(=C(C(N(C2=CC1)C)=O)C#N)N(C)[C@@H]1CC[C@H](CC1)N(C1=CC=CC=C1)C1CC1